4-bromo-4-chloro-1,1'-biphenyl BrC1(CC=C(C=C1)C1=CC=CC=C1)Cl